C1(=CC=CC=C1)C1=NN(C(=C1CC1=CC=C(C=C1)S(N)(=O)=O)C(F)(F)F)C=1SC=C(N1)C(=O)OCC ethyl 2-(3-phenyl-4-(4-sulfamoylbenzyl)-5-(trifluoromethyl)-1H-pyrazol-1-yl)thiazole-4-carboxylate